C1(=C(C=CC=C1)C1=C(C(=NN=N1)C1=NSC2=CC3=C(C=CC=4C=5C=CC=CC5CC34)C2=C1)C1=CC=CC=C1)C1=CC=CC=C1 [(biphenylyl)phenyltriazinyl]azaThiaindenofluorene